3-(3-(1-(2-(5-((3-chloro-6,7-difluoro-4-methyl-1H-indol-5-yl)oxy)-2-fluorophenyl)-1H-imidazol-5-yl)-1-cyanoethyl)phenyl)propanoic acid ClC1=CNC2=C(C(=C(C(=C12)C)OC=1C=CC(=C(C1)C=1NC(=CN1)C(C)(C#N)C=1C=C(C=CC1)CCC(=O)O)F)F)F